CN1N=CC(=C1)C1=CC=2N(C(=C1)C=1C=NC(=CC1)N1CCN(CC1)C([C@H](C)C1=CC=CC=C1)=O)C(=CN2)C#N (R)-7-(1-methyl-1H-pyrazol-4-yl)-5-(6-(4-(2-phenylpropanoyl)piperazin-1-yl)pyridin-3-yl)imidazo[1,2-a]pyridine-3-carbonitrile